7-cyclopropyl-4-((cyclopropylmethyl)-amino)-1-(imidazo[1,2-a]pyridin-5-yl)-quinazolin-2(1H)-one C1(CC1)C1=CC=C2C(=NC(N(C2=C1)C1=CC=CC=2N1C=CN2)=O)NCC2CC2